P([O-])(Cl)Cl phosphordichloridite